2-(1-((1-(4-(trifluoromethyl)phenyl)cyclobutoxy)carbonyl)cyclopropyl)acrylic acid FC(C1=CC=C(C=C1)C1(CCC1)OC(=O)C1(CC1)C(C(=O)O)=C)(F)F